CNCC1=C(C=CC=C1)C=1C=C(SC1)C(C)NC1=NC=C(C2=CC=CC=C12)C#N ((1-(4-(2-((methylamino)methyl)phenyl)thiophen-2-yl)ethyl)amino)isoquinoline-4-carbonitrile